ClC=1C=C(NCC23CC(C2)(C3)F)C=C(C1)Cl 3,5-dichloro-N-((3-fluorobicyclo[1.1.1]pentan-1-yl)methyl)aniline